2-fluoro-1-propene-1,3-sultone FC1=CS(=O)(=O)OC1